OCCC(C)NC(C)=O N-(4-hydroxybutan-2-yl)acetamide